C1(CCC1)[C@@H]1[C@H](N[C@H](CCC1)C1=CN=C2C(=N1)N(C(=C2)C2(CC2)C(F)(F)F)C)CO [(2S,3R,7R)-3-cyclobutyl-7-[5-methyl-6-[1-(trifluoromethyl)cyclopropyl]pyrrolo[2,3-b]pyrazin-3-yl]azepan-2-yl]methanol